2-bromo-1a,6a-dihydro-6H-indeno[1,2-b]oxirane BrC1=CC=CC=2CC3C(O3)C12